10,11-dimethoxy-6,7-dihydro-[1,3]dioxolo[4'',5'':4',5']benzo[1',2':3,4]azepino[1,2-b]isoquinolin COC1=C(C=CC2=CC=3N(C=C12)CCC=C1C3C=C3C(=C1)OCO3)OC